C1(=CC=CC=C1)C1CC2(CN(C2)C(=O)C2CC3(C2)NC(OC3)=O)CC1 (2s,4s)-2-(6-Phenyl-2-azaspiro[3.4]octane-2-carbonyl)-7-oxa-5-azaspiro[3.4]octan-6-one